6-Tridecanol CCCCCC(CCCCCCC)O